C(CCCCCCCCCCCCCCCCC)(=O)OC[C@@H]1[C@H]([C@@H]([C@H](C(O1)N([C@@H](C)C(=O)N[C@H](CCC(=O)O)C(N)=O)C(C)=O)N)O[C@@H](C(=O)O)C)O 6-O-stearoyl-N-acetyl-muramyl-L-alanyl-D-isoglutamine